C(C)(=O)N(C)CC1=CC=C(C=C1)C=1C=CC(=NC1)C(=O)O 5-[4-[[acetyl-(methyl)amino]-methyl]phenyl]pyridine-2-carboxylic acid